NC=1C=C(C=CC1)SC=1N=CC(=NC1)N1CCC(CC1)(C)NC(OC(C)(C)C)=O tert-butyl (1-(5-((3-aminophenyl)thio)pyrazin-2-yl)-4-methylpiperidin-4-yl)carbamate